CN1C=2N(C=3N=C(N=CC13)NC=1C(=CC=3N(C1)N=CN3)C)C(CN2)(C)CCO 2-(5,8-dimethyl-2-((7-methyl-[1,2,4]triazolo[1,5-a]pyridin-6-yl)amino)-7,8-dihydro-5H-imidazo[1,2-e]purin-8-yl)ethan-1-ol